C1(=CC=CC=C1)C1C(CC1C=1C=C2C=CC=NC2=CC1)C(C)=O 1-(2-Phenyl-3-(quinolin-6-yl)cyclobutyl)ethan-1-one